NCC1=NNC(C2=CC=C(C=C12)C=1C=NN(C1C1=C(C#N)C(=CC(=C1)Cl)OC1CC1)C)=O 2-(4-(4-(aminomethyl)-1-oxo-1,2-dihydrophthalazin-6-yl)-1-methyl-1H-pyrazol-5-yl)-4-chloro-6-cyclopropoxybenzonitrile